4-Methoxy-3-[2-[3-methoxy-4-(4-methylpiperazin-1-yl)anilino]pyridin-4-yl]benzonitrile COC1=C(C=C(C#N)C=C1)C1=CC(=NC=C1)NC1=CC(=C(C=C1)N1CCN(CC1)C)OC